hydroxy-5-methoxy-1-methylspiro[indoline-2,3'-(3H)-naphtho(2,1-b)-1,4-oxazine] OC1=NC2=C(OC13N(C1=CC=C(C=C1C3)OC)C)C=CC3=CC=CC=C32